NC=1OC(=NN1)C1=CC(=CC=C1)C 2-amino-5-((3-methyl)-phenyl)-1,3,4-oxadiazole